1-iodo-5-methyl-6,7-dihydro-5H-pyrrolo[1,2-c]imidazole IC1=C2N(C=N1)C(CC2)C